[N+](=O)([O-])C=1N=CN(C1)C1=CC=NC=C1 4-(4-nitro-1H-imidazol-1-yl)pyridine